5-(5-(3-benzyl-1-((2-methyl-2H-1,2,3-triazol-4-yl)sulfonyl)pyrrolidin-3-yl)-6-methyl-1H-indazol-1-yl)-1-cyclopropylpyridin-2(1H)-one C(C1=CC=CC=C1)C1(CN(CC1)S(=O)(=O)C1=NN(N=C1)C)C=1C=C2C=NN(C2=CC1C)C=1C=CC(N(C1)C1CC1)=O